N-(5-(2-(((1r,4r)-4-aminocyclohexyl)amino)-8-ethylquinazolin-6-yl)-4-methylpyridin-2-yl)-2-chlorobenzenesulfonamide NC1CCC(CC1)NC1=NC2=C(C=C(C=C2C=N1)C=1C(=CC(=NC1)NS(=O)(=O)C1=C(C=CC=C1)Cl)C)CC